tridecafluoroheptylamine FC(C(C(C(C(CN)(F)F)(F)F)(F)F)(F)F)(C(F)(F)F)F